2-(4-((4-(4-Bromophenyl)-5-oxo-4,5-dihydro-1H-1,2,4-triazol-1-yl)meth-yl)-2-methylphenoxy)-2-methylpropionic acid BrC1=CC=C(C=C1)N1C=NN(C1=O)CC1=CC(=C(OC(C(=O)O)(C)C)C=C1)C